CC(C=CC=CCC)=O 3,5-OCTADIEN-2-ONE